N-(4-methylpentyl)benzene-1,3-diamine CC(CCCNC1=CC(=CC=C1)N)C